4-(4-(4-fluorophenyl)-1-(2-methylallyl)-1H-imidazol-5-yl)-1H-pyrrolo[2,3-b]Pyridine FC1=CC=C(C=C1)C=1N=CN(C1C1=C2C(=NC=C1)NC=C2)CC(=C)C